C(C1=CC=CC=C1)NC(=O)C=1N(C(N2C1CN(CC2)C(=O)C=2NC1=CC=CC(=C1C2)C)=O)C2=CC=C(C=C2)OC N-benzyl-2-(4-methoxyphenyl)-7-(4-methyl-1H-indole-2-carbonyl)-3-oxo-6,8-dihydro-5H-imidazo[1,5-a]pyrazine-1-carboxamide